C1(CCCCC1)C=1C=C(C(=O)C(=O)O)C=CC1 3-cyclohexyl-benzoyl-carboxylic acid